NC1=C(C(=NN1C(C)C)C1=NC=C(C=C1)CC(NC1=NOC(=C1)C(C(F)(F)F)(C)C)=O)C(=O)N 5-Amino-1-isopropyl-3-[5-[2-oxo-2-[[5-(2,2,2-trifluoro-1,1-dimethyl-ethyl)isoxazol-3-yl]amino]ethyl]-2-pyridyl]pyrazole-4-carboxamide